2-[1-[4-[(2,6-dioxo-3-piperidyl)amino]-2-fluoro-phenyl]-4-hydroxy-4-piperidyl]acetic acid HCl salt Cl.O=C1NC(CCC1NC1=CC(=C(C=C1)N1CCC(CC1)(O)CC(=O)O)F)=O